NC1=NC(=NC2=CC=CC=C12)C=1C=C2C=CN(C(C2=CC1F)=O)CCC[C@H](C)NC=1C=NNC(C1C(F)(F)F)=O (S)-6-(4-aminoquinazolin-2-yl)-7-fluoro-2-(4-((6-oxo-5-(trifluoromethyl)-1,6-dihydropyridazin-4-yl)amino)pentyl)isoquinolin-1(2H)-one